8-(7-Bromo-3-cyano-1-methyl-2-oxo-1,2-dihydroquinolin-4-yl)-2,8-diazaspiro[4.5]decane-2-carboxylic acid tert-butyl ester C(C)(C)(C)OC(=O)N1CC2(CC1)CCN(CC2)C2=C(C(N(C1=CC(=CC=C21)Br)C)=O)C#N